Cl.N[C@@H](C)C(=O)O[C@@H]1C(NCC1)=O (S)-2-oxopyrrolidin-3-yl alaninate hydrochloride